COC1=NC=CC2=C1COC21CN(CCC1)C(=O)OC(C)(C)C tert-Butyl 4-methoxy-3H-spiro[furo[3,4-c]pyridine-1,3'-piperidine]-1'-carboxylate